ClC1=CC=C(C=C1)C(C(=O)N1CCN(CC1)C=1C2=C(N=CN1)[C@@H](C[C@H]2C)O)CN2C[C@H](CC2)F 2-(4-chlorophenyl)-3-((S)-3-fluoropyrrolidin-1-yl)-1-(4-((5R,7R)-7-hydroxy-5-methyl-6,7-dihydro-5H-cyclopenta[d]pyrimidin-4-yl)piperazin-1-yl)propan-1-one